15,19-dimethyl-tritriacontane CC(CCCCCCCCCCCCCC)CCCC(CCCCCCCCCCCCCC)C